NCC1(CCCCC1)C(=O)O 1-Aminomethyl-cyclohexylcarboxylic acid